N-([1-[(1-cyanocyclopropyl)carbonyl]piperidin-4-yl][4,5-dichloro-2-(prop-2-en-1-yloxy)phenyl]methyl)-2-methylpropane-2-sulfinamide C(#N)C1(CC1)C(=O)N1CCC(CC1)C(NS(=O)C(C)(C)C)C1=C(C=C(C(=C1)Cl)Cl)OCC=C